CC=1C(=NC=CC1CCC=1C=NC=NC1)C1=NC=CC=C1 methyl-4-(2-(5-pyrimidinyl)ethyl)-2,2'-bipyridine